7-methyl-3-methylene-7-octenyl Senecioate C(C=C(C)C)(=O)OCCC(CCCC(=C)C)=C